FC(OC1=C(C(=O)N)C(=CC(=C1)C=1N(N=C2C=C(C=C(C12)OC)C=1C=NN(C1)C)C)OC)F 2-(difluoromethoxy)-6-methoxy-4-[4-methoxy-2-methyl-6-(1-methylpyrazol-4-yl)indazol-3-yl]benzamide